C1(CC1)CCN(C)CC=1C=CC=2N(C1)C=C(N2)CNC(=O)C=2N=C1N(C(C2)=O)C=CC=C1 N-[(6-{[(2-cyclopropylethyl)(methyl)amino]methyl}imidazo[1,2-a]pyridin-2-yl)methyl]-4-oxo-4H-pyrido[1,2-a]pyrimidine-2-carboxamide